pyrimidine-4-carboxylate N1=CN=C(C=C1)C(=O)[O-]